C(=O)C=1C(=NC=NC1)N1CCN(CC1)C(=O)OCCCC butyl 4-(5-formylpyrimidin-4-yl)piperazine-1-carboxylate